tert-butyl (S)-3-methyl-5-((1-(3-nitrophenyl)ethyl)amino)-1H-pyrazolo[3,4-b]pyrazine-1-carboxylate CC1=NN(C2=NC=C(N=C21)N[C@@H](C)C2=CC(=CC=C2)[N+](=O)[O-])C(=O)OC(C)(C)C